ethyl 5-methyl-3-phenyl-4,5-dihydro-1,2-oxazole-5-carboxylate CC1(CC(=NO1)C1=CC=CC=C1)C(=O)OCC